C(C)OC(=C)C1=NC=CC(=N1)COC1=CC=C(C=C1)C(C)(C)C1=CC=C(OC2CNCCC2)C=C1 3-(4-(2-(4-((2-(1-ethoxyvinyl)pyrimidin-4-yl)methoxy)phenyl)propan-2-yl)phenoxy)piperidine